C(C(=C)C)(=O)NCCC[NH+](CC)CC N-methacryloylaminopropyl-N,N-diethylammonium